N(=[N+]=[N-])C1=C(C=CC=C1)C(C(=O)NC(C)(C)C)NC1=CC=C(C=C1)OC 2-(2-azidophenyl)-N-(tert-butyl)-2-((4-methoxyphenyl)amino)acetamide